8-cyclopentyl-2-((1-(methylsulfonyl)azetidin-3-yl)amino)-7-oxo-7,8-dihydropyrido[2,3-d]pyrimidine-6-carbonitrile C1(CCCC1)N1C(C(=CC2=C1N=C(N=C2)NC2CN(C2)S(=O)(=O)C)C#N)=O